CC(C)=CCC[C@@H](C)CC=O |r| (rac)-citronellal